2-(2-ethyl-7-oxo-spiro[5H-thieno[2,3-c]pyridine-4,1'-cyclopropane]-6-yl)acetic acid C(C)C1=CC2=C(C(N(CC23CC3)CC(=O)O)=O)S1